(S)-(-)-2-carboxytetrahydrofurancarboxylic acid C(=O)(O)C1(OCCC1)C(=O)O